2-(5-{2-[1-(2-amino-1,3-benzodiazol-1-yl)-3-azabicyclo[3.2.2]nonan-3-yl]ethoxy}-1-methylpyrazol-4-yl)-6-methylpyridine-4-carboxylic acid NC1=NC2=C(N1C13CN(CC(CC1)CC3)CCOC3=C(C=NN3C)C3=NC(=CC(=C3)C(=O)O)C)C=CC=C2